C(C1=CC=CC=C1)(C1=CC=CC=C1)(C1=CC=CC=C1)N1C=NC(=C1)C1=C(C=C2C3(COC3)CC2=O)C=CC=C1 5-(2-(1-trityl-1H-imidazol-4-yl)benzylidene)-2-oxaspiro[3.3]heptan-6-one